C(#N)C1=CC(=NC=C1)NC1=CC(=C(C=N1)C(=O)NC([2H])([2H])[2H])NC1=NC=CC(=C1OC)C=1N=NN(N1)C 6-[(4-cyanopyridin-2-yl)amino]-4-{[3-methoxy-4-(2-methyl-2H-1,2,3,4-tetrazol-5-yl)pyridin-2-yl]amino}-N-(2H3)methylpyridine-3-carboxamide